N-isopropylcarbamic acid (1-thiocarbamoyl-4-bicyclo[2.2.2]octanyl) ester C(N)(=S)C12CCC(CC1)(CC2)OC(NC(C)C)=O